C(#N)C1=NC2=CC(=CC(=C2N=C1N1CCN(CC1)C1COC1)[C@@H](C)NC1=C(C(=O)O)C=CC=C1)C (R)-2-((1-(2-cyano-7-methyl-3-(4-(oxetan-3-yl)piperazin-1-yl)quinoxalin-5-yl)ethyl)amino)benzoic acid